tert-Butyl 2-[1-[6-methyl-2-(2-methylindazol-7-yl)-4-oxo-chromen-8-yl]ethylamino]benzoate CC=1C=C2C(C=C(OC2=C(C1)C(C)NC1=C(C(=O)OC(C)(C)C)C=CC=C1)C1=CC=CC2=CN(N=C12)C)=O